C1(=CC(=CC=C1)N1C(=NC=C1)C1NCC2=CC=CC=C12)C 1-[1-(m-tolyl)imidazol-2-yl]isoindoline